C(C)C=1C=C2C[C@H]([C@@H](N(C2=CC1)S(=O)(=O)C(C1=C(C=CC=C1)OCC1CCOCC1)O)C)O ((trans-6-ethyl-3-hydroxy-2-methyl-3,4-dihydroquinolin-1(2H)-yl)sulfonyl)-2-((tetrahydro-2H-pyran-4-yl)methoxy)benzyl alcohol